(Carbamoyloxy)Methyl Pivalate C(C(C)(C)C)(=O)OCOC(N)=O